2-((1r,4r)-4-ethoxycyclohexylamino)-4-((1r,3s)-3-hydroxy-3-methylcyclohexylamino)pyrimidine-5-carbonitrile C(C)OC1CCC(CC1)NC1=NC=C(C(=N1)N[C@H]1C[C@@](CCC1)(C)O)C#N